(E)-3-(4-hydroxy-3-methoxyphenyl)acrylic acid OC1=C(C=C(C=C1)/C=C/C(=O)O)OC